NC1=C(C=CC(=C1)NCC1=CC=C(C=C1)C(F)(F)F)NC(CCCC[C@H](CF)F)=O (6R)-N-(2-amino-4-((4-(trifluoromethyl)benzyl)amino)phenyl)-6,7-difluoroheptanamide